ClC=1C=NC(=C(C(=O)NC2CCC(CC2)CN2C(N(C3=C2C=NC=C3)C3=C(C=CC(=C3)F)Cl)=O)C1)C(F)(F)F 5-chloro-N-((1r,4r)-4-((1-(2-chloro-5-fluorophenyl)-2-oxo-1H-imidazo[4,5-c]pyridin-3(2H)-yl)methyl)cyclohexyl)-2-(trifluoro-methyl)nicotinamide